BrC1=NC=C(C(=O)NC=2SC3=C(N2)C=CC(=C3)C(=O)O)C=C1 2-(6-bromonicotinamido)benzo[d]thiazole-6-carboxylic acid